para-nitroazoresorcinol [N+](=O)([O-])C1=C(C(=C(O)C=C1)N=NC1=C(O)C=CC=C1O)O